NC1=NC=CC=C1COC=1C=CC2=C(C(=C(O2)C)C(=O)OCC)C1 ethyl 5-((2-aminopyridin-3-yl) methoxy)-2-methylbenzofuran-3-carboxylate